N-[4-(2-methyl-3-pyridyl)thiazol-2-yl]-2-morpholino-pyrimidine-5-carboxamide CC1=NC=CC=C1C=1N=C(SC1)NC(=O)C=1C=NC(=NC1)N1CCOCC1